NC1=NC=NC(=C1OCCN(C(OC(C)(C)C)=O)C)C1=C(C(=CC(=C1)F)NC(=O)C1=C(C2=C(S1)CC(C2)(C)C)F)C tert-Butyl (2-((4-amino-6-(5-fluoro-3-(3-fluoro-5,5-dimethyl-5,6-dihydro-4H-cyclopenta[b]thiophene-2-carboxamido)-2-methylphenyl)pyrimidin-5-yl)oxy)ethyl)(methyl)carbamate